ClC=1C=CC2=C(C(CN(S2(=O)=O)[C@@H]([C@H](C)C2=C(C(=CC=C2F)C)C)C2=NNC(O2)=O)O)C1 5-((1S,2R)-1-(6-chloro-4-hydroxy-1,1-dioxido-3,4-dihydro-2H-benzo[e][1,2]thiazin-2-yl)-2-(6-fluoro-2,3-dimethylphenyl)propyl)-1,3,4-oxadiazol-2(3H)-one